BrC=1C=C(C(=C(C1)/C=C/C(=O)OCC)O)[N+](=O)[O-] (+/-)-(E)-ethyl 3-(5-bromo-2-hydroxy-3-nitrophenyl)acrylate